L-glutamyl-amine hydrochloride Cl.N[C@@H](CCC(=O)O)C(=O)N